CC=1C(C(CCC1)(CC=C(C)C)C)=O 2,6-dimethyl-6-(3-methyl-but-2-enyl)-cyclohex-2-enone